(5-((dimethylamino)methyl)-3-fluoro-2-methoxyphenyl)boronic acid CN(C)CC=1C=C(C(=C(C1)B(O)O)OC)F